1-(2-fluoro-5-(methylsulfonyl)phenyl)-6-methylisoquinoline-1,5-diamine FC1=C(C=C(C=C1)S(=O)(=O)C)C1(NC=CC=2C(=C(C=CC12)C)N)N